C(C)OC1=C(C=CC=C1F)NC1=C(NC2=C1C(NCC2)=O)C2=C(C=NC=C2)OCC(C)(C)OC 3-[(2-ethoxy-3-fluorophenyl)amino]-2-[3-(2-methoxy-2-methylpropoxy)pyridin-4-yl]-1,5,6,7-tetrahydro-4H-pyrrolo[3,2-c]pyridin-4-one